[Si](C)(C)(C(C)(C)C)OC1CC(C1)(O)C1=CC=2C(=NC(=CC2)Cl)S1 3-((tert-butyldimethylsilyl)oxy)-1-(6-chlorothieno[2,3-b]pyridin-2-yl)cyclobutan-1-ol